tert-butyl 4-pyrazolo[1,5-a]pyridin-6-yloxyazepane-1-carboxylate N1=CC=C2N1C=C(C=C2)OC2CCN(CCC2)C(=O)OC(C)(C)C